N1=NC=C(C=C1)C1=CC(=C2C=NNC2=C1)OCCOCCCCNCC=1C=C(C=C(C1)C(F)(F)F)CC#N 2-(3-(((4-(2-((6-(pyridazin-4-yl)-1H-indazol-4-yl)oxy)ethoxy)butyl)amino)methyl)-5-(trifluoromethyl)phenyl)acetonitrile